C(C=C)N1S(N(CC2=C1C(=CC(=C2)Cl)[N+](=O)[O-])CC2COC2)(=O)=O 1-allyl-6-chloro-8-nitro-3-(oxetan-3-ylmethyl)-3,4-dihydro-1H-benzo[c][1,2,6]thiadiazine 2,2-dioxide